FC(SC1=CC=C(N)C=C1)(F)F 4-trifluoromethylthioaniline